OC1=C(C(=O)N)C(=CC(=N1)O)C(F)(F)F 2,6-dihydroxyl-4-trifluoromethyl-nicotinamide